4-amino-N,N-dimethyl-2-fluorobenzamide NC1=CC(=C(C(=O)N(C)C)C=C1)F